CC1CN(CCN1C1=NC=CC=C1)C(=O)OC(C)(C)C tert-butyl 3-methyl-4-(2-pyridyl)piperazine-1-carboxylate